C1(CC1)S(=O)(=O)NC1=CN=CC(=N1)C(CC)NC(C1=C(C=C(C=C1)C1=NC(=CN=C1)OCC)F)=O N-(1-(6-(cyclopropanesulfonamido)pyrazin-2-yl)propyl)-4-(6-ethoxypyrazin-2-yl)-2-fluorobenzamide